2,5-bistrifluoromethylhydroquinone FC(C1=C(O)C=C(C(=C1)O)C(F)(F)F)(F)F